FC=1C=2N(C=C(C1)NC(=O)C1=CC=C(C3=CN(N=C13)C)C1CC(NC(C1)(C)C)(C)C)C=C(N2)C N-[8-fluoro-2-methylimidazo[1,2-a]pyridin-6-yl]-2-methyl-4-(2,2,6,6-tetramethylpiperidin-4-yl)indazole-7-carboxamide